(E)-1-(4-(3-(tert-butoxy)-3-oxoprop-1-en-1-yl)phenyl)cyclopropane-1-carboxylic acid C(C)(C)(C)OC(/C=C/C1=CC=C(C=C1)C1(CC1)C(=O)O)=O